C(O[C@H](C)C=1C(=NC=CC1)Cl)(OC1=CC=C(C=C1)[N+](=O)[O-])=O (R)-1-(2-chloropyridin-3-yl)ethyl (4-nitrophenyl) carbonate